(E)-N'-cyano-N-((1,2,3,5,6,7-hexahydro-s-indacen-4-yl)carbamoyl)-2-((R)-1-isobutoxy-2-methylpyrrolidin-2-yl)ethene-1-sulfonimidamide C(#N)N=S(=O)(NC(NC1=C2CCCC2=CC=2CCCC12)=O)\C=C\[C@@]1(N(CCC1)OCC(C)C)C